(S)-2-(((2R,3S,4R,5R)-5-(6-amino-2-chloro-9H-purin-9-yl)-3-ethynyl-3,4-dihydroxytetrahydrofuran-2-yl)methoxy)-3-(4-(2-oxotetrahydropyrimidin-1(2H)-yl)phenyl)-propionic acid NC1=C2N=CN(C2=NC(=N1)Cl)[C@H]1[C@@H]([C@@]([C@H](O1)CO[C@H](C(=O)O)CC1=CC=C(C=C1)N1C(NCCC1)=O)(O)C#C)O